CC1CC(C(CC1)NC1=NC=CC(=C1)OC(F)(F)F)CC(=O)N (3-methyl-6-((4-(trifluoromethoxy)pyridin-2-yl)amino)cyclohexyl)acetamide